C(C)(C)(C)C1=C(O)C=C(C(=C1)O)C(C)(C)C 2,5-Di-tert-butylhydroquinone